4-Bromo-2,6-diiodopyridine BrC1=CC(=NC(=C1)I)I